N-(1'-(3-(piperidin-1-ylsulfonyl)benzoyl)spiro[cyclohexane-1,3'-indolin]-5'-yl)methanesulfonamide N1(CCCCC1)S(=O)(=O)C=1C=C(C(=O)N2CC3(C4=CC(=CC=C24)NS(=O)(=O)C)CCCCC3)C=CC1